3-((bis(diisopropylamino)phosphanyl)oxy)propanenitrile C(C)(C)N(C(C)C)P(OCCC#N)N(C(C)C)C(C)C